C(C)(C)(C)OC(=O)N1C2CN(CC1CC2)C=2C=1N(N=CC2)C=C(C1)C1=C(C(=NC=C1)OC)F 3-(6-(3-fluoro-2-methoxypyridin-4-yl)pyrrolo[1,2-b]pyridazin-4-yl)-3,8-diazabicyclo[3.2.1]octane-8-carboxylic acid tert-butyl ester